O[C@@H]1C[C@@H](NC1)C(=O)OCC1=CC=CC=C1 Benzyl (4R)-4-hydroxy-D-prolinate